N1(CCCCC1)C1=NC=CC(=C1)C(=O)O 2-(1-piperidinyl)pyridine-4-carboxylic acid